(R)-4-((4-(1,4-oxazepan-4-yl)-1-(phenylthio)butan-2-yl)amino)-3-((trifluoromethyl)sulfonyl)benzenesulfonamide O1CCN(CCC1)CC[C@H](CSC1=CC=CC=C1)NC1=C(C=C(C=C1)S(=O)(=O)N)S(=O)(=O)C(F)(F)F